O=C1N(CC2=C1N=CS2)N2C(CCCC2=O)=O (4-oxo-4H-pyrrolo[3,4-d]thiazol-5(6H)-yl)piperidine-2,6-dione